C1(CCC1)OC(=O)C1(OC2=C(C(=C(C(=C2CC1)C)O)C)C)C 6-hydroxy-2,5,7,8-tetramethylchroman-2-carboxylic acid cyclobutyl ester